C(C)(=O)N1CC(CCC1)CN1C2=C(C(=C(C1=O)O)C(=O)O)SC=C2 4-((1-acetylpiperidin-3-yl)methyl)-6-hydroxy-5-oxo-4,5-dihydrothieno[3,2-b]pyridine-7-carboxylic acid